(1S,2S,5R)-benzyl 2-(hydroxymethyl)-3,8-diazabicyclo[3.2.1]octane-8-carboxylate OC[C@@H]1[C@@H]2CC[C@H](CN1)N2C(=O)OCC2=CC=CC=C2